(2E)-2-methoxyimino-N-(1-methylcyclopropyl)-3-[(1-methylpyrazol-4-yl)methyl]-4-oxo-8-[(3R)-3-methylpiperazin-1-yl]-1H-quinazoline-6-sulphonamide CO\N=C\1/NC2=C(C=C(C=C2C(N1CC=1C=NN(C1)C)=O)S(=O)(=O)NC1(CC1)C)N1C[C@H](NCC1)C